(E)-2-(3-methoxystyryl)-5-bromo-4-(4-fluorophenyl)thiazole COC=1C=C(/C=C/C=2SC(=C(N2)C2=CC=C(C=C2)F)Br)C=CC1